3-(5-(3-chlorophenyl)-3-hydroxypicolinamido)-3-methylbutanoic acid ClC=1C=C(C=CC1)C=1C=C(C(=NC1)C(=O)NC(CC(=O)O)(C)C)O